ClC1=CC=C2CC(COC2=C1)NC(=O)[C@H]1N(C[C@@H](C1)O)C([C@H](C(C)(C)C)N1N=NC(=C1)C1CC1)=O (2S,4R)-N-(7-chlorochroman-3-yl)-1-[(2S)-2-(4-cyclopropyltriazol-1-yl)-3,3-dimethyl-butanoyl]-4-hydroxy-pyrrolidine-2-carboxamide